2,3-dihydrobenzofuran-7-sulfonyl chloride O1CCC2=C1C(=CC=C2)S(=O)(=O)Cl